6-amino-2-(3,5-dichloro-4-((2'-oxospiro[cyclopropane-1,3'-indoline]-5'-yl)oxy)phenyl)-1,2,4-triazine-3,5(2h,4h)-dione NC=1C(NC(N(N1)C1=CC(=C(C(=C1)Cl)OC=1C=C2C3(C(NC2=CC1)=O)CC3)Cl)=O)=O